BrC1=CC=C(S1)C(C)N 1-(5-bromothiophen-2-yl)ethane-1-amine